1-Azetidineethanamine N1(CCC1)CCN